C(C)OC(=O)C1=CC(=NN1)C12CCC(CC1)(C2)COC2OCCCC2 3-(4-(((tetrahydro-2H-pyran-2-yl)oxy)methyl)bicyclo[2.2.1]heptane-1-yl)-1H-pyrazole-5-carboxylic acid ethyl ester